(Z)-tert-butyl 3-((hydroxyimino)methyl)azetidine-1-carboxylate O\N=C/C1CN(C1)C(=O)OC(C)(C)C